ClC1=CC(=C2C(=N1)NN=C2)I 6-chloro-4-iodo-1H-pyrazolo[3,4-b]Pyridine